CC1(CC1)NS(=O)(=O)C=1C=CC=2N(C1)C(=CN2)C(=O)[O-] 6-(N-(1-methylcyclopropyl)sulfamoyl)imidazo[1,2-a]pyridine-3-carboxylate